1-[3-(3-fluorophenyl)-1,2,4-oxadiazol-5-yl]-2-methyl-propan-1-amine FC=1C=C(C=CC1)C1=NOC(=N1)C(C(C)C)N